CN(CCCN)CCO N-methyl-N-(2-hydroxyethyl)-1,3-propanediamine